4-cyclopropyl-2-methyl-4-oxo-butanoic acid C1(CC1)C(CC(C(=O)O)C)=O